4-(4-chloro-2-fluorophenyl)-1-(2-(p-tolylthio)phenyl)piperidine ClC1=CC(=C(C=C1)C1CCN(CC1)C1=C(C=CC=C1)SC1=CC=C(C=C1)C)F